1-(((S)-2-oxopyrrolidin-3-yl)methyl)hydrazine-1-carboxylic acid tert-butyl ester C(C)(C)(C)OC(=O)N(N)C[C@H]1C(NCC1)=O